4-(4-((4-(tert-butyl)benzyl)thio)phenyl)pyridine C(C)(C)(C)C1=CC=C(CSC2=CC=C(C=C2)C2=CC=NC=C2)C=C1